BrC1=C2N=C3C=C(C=C(C3=NC2=CC=C1)OC)Cl 6-Bromo-3-chloro-1-methoxyphenazine